ClC=1C=C2C(=CC(=NC2=CC1)C(F)(F)F)NCC1(CC(C1)NC(=O)C1(CC1)C(=O)N)C1=CC=CC=C1 N-(3-(((6-Chloro-2-(trifluoromethyl)quinolin-4-yl)amino)methyl)-3-phenylcyclobutyl)cyclopropane-1,1-dicarboxamide